CO[C@H]1[C@@H](CN(C1)C1CCN(CC1)C=1C=C2[C@H](CN(CC2=CC1)C1=C2C(=NC=C1)N(N=C2)C)C)N (3R,4R)-4-methoxy-1-[1-[(4R)-4-methyl-2-(1-methylpyrazolo[3,4-b]pyridin-4-yl)-3,4-dihydro-1H-isoquinolin-6-yl]-4-piperidinyl]pyrrolidin-3-amine